C(C)(C)(C)C=1C=CC(=C(C1)C1=NC=2C=CNC(C2C(=C1)NC1=NC=C(C=C1)N1CCC(CC1)O)=O)F 2-(5-tert-butyl-2-fluoro-phenyl)-4-[[5-(4-hydroxy-1-piperidyl)-2-pyridyl]amino]-6H-1,6-naphthyridin-5-one